C1(CCCC1)[C@@](C(=O)N1C2CCC([C@H]1C(=O)N[C@H](C[C@@H]1C(NCC1)=O)C(CO)=O)CC2)(C2=CC=CC=C2)O (S)-2-((S)-2-cyclopentyl-2-hydroxy-2-phenylacetyl)-N-((R)-4-hydroxy-3-oxo-1-((R)-2-oxopyrrolidin-3-yl)butan-2-yl)-2-azabicyclo[2.2.2]octane-3-carboxamide